C(=O)(O)CC[C@@H]1C2=C(C3=C(C(=C(N3)C=C3C(=C(C(C=C4C(=C(C(=CC([C@H]1C)=N2)N4)C)C=C)=N3)C)CC)C)C(=O)O)C (7S,8S)-7-(2-carboxyethyl)-18-ethyl-2,5,8,12,17-pentamethyl-13-vinyl-7H,8H-porphyrin-3-carboxylic acid